Cl.FC([C@@H](C)N)F |r| (2RS)-1,1-difluoropropan-2-amine, hydrochloride